2-(((5S,7R,8R,9S,10R)-8-hydroxy-7-(hydroxymethyl)-9-(4-(3,4,5-trifluorophenyl)-1H-1,2,3-triazol-1-yl)-1,6-dioxaspiro[4.5]decan-10-yl)oxy)-1-(4-hydroxypiperidin-1-yl)ethanone O[C@H]1[C@H](O[C@@]2(CCCO2)[C@@H]([C@H]1N1N=NC(=C1)C1=CC(=C(C(=C1)F)F)F)OCC(=O)N1CCC(CC1)O)CO